N(=[N+]=[N-])CCOC(=O)NCCCC[C@H](N)C(=O)O N6-(2-azidoethoxy)-carbonyl-lysine